((1R,5S,6r)-3-Azabicyclo[3.1.0]hexan-6-yl)(2,2-dimethylpyrrolidin-1-yl)methanone hydrochloride Cl.[C@H]12CNC[C@@H]2C1C(=O)N1C(CCC1)(C)C